N1(N=CC2=CC=CC=C12)CC(=O)O 1H-indazol-1-yl-acetic acid